ClC=1NC=2N(C(C(=C(N2)C(F)(F)F)C=2C=NN(C2)CC(C(F)(F)F)(F)F)=O)C1 2-chloro-6-[1-(2,2,3,3,3-pentafluoropropyl)-1H-pyrazol-4-yl]-7-(trifluoromethyl)-1H,5H-imidazo[1,2-a]pyrimidin-5-one